4-(3-bromo-4-fluorophenyl)-3-(4-nitro-1,2,5-oxadiazol-3-yl)-1,2,4-oxadiazol-5(4H)-one BrC=1C=C(C=CC1F)N1C(=NOC1=O)C1=NON=C1[N+](=O)[O-]